9-methyl-2-(2-methyl-2H-indazol-5-yl)-7-[(3S)-3-methylpiperazin-1-yl]-4H-pyrido[1,2-a]pyrimidin-4-one CC1=CC(=CN2C1=NC(=CC2=O)C2=CC1=CN(N=C1C=C2)C)N2C[C@@H](NCC2)C